C(#N)[C@@H](C[C@@H]1C(NCC1)=O)NC(=O)[C@H]1N([C@@H]2CC([C@H]1CC2)(F)F)C([C@@H](CC2CC2)NC=2C=NC=C(C2)C)=O (1S,3S,4S)-N-((R)-1-cyano-2-((R)-2-oxopyrrolidin-3-yl)ethyl)-2-((R)-3-cyclopropyl-2-((5-methylpyridin-3-yl)amino)propanoyl)-5,5-difluoro-2-azabicyclo[2.2.2]octane-3-carboxamide